(E)-4-{[3-(3-chloro-10,11-dihydro-5H-dibenzo[b,f]azepin-5-yl)propyl]amino}-N,N-dimethyl-but-2-enamide hydrochloride Cl.ClC=1C=CC2=C(N(C3=C(CC2)C=CC=C3)CCCNC/C=C/C(=O)N(C)C)C1